(S)-1-(3-ethoxy-4-methoxyphenyl)-2-(methylsulfonyl)ethylamine-N-acetyl-L-valine Salt C(C)(=O)N[C@@H](C(C)C)C(=O)O.C(C)OC=1C=C(C=CC1OC)[C@@H](CS(=O)(=O)C)N